C(C=C)C1=CC(=C(C(=C1)Br)O)NC([C@H](CCCCN)N)=O 4-allyl-2-[(S)-2,6-diamino-1-hexanoyl]amino-6-bromophenol